COC=1C=C(C=CC1OC)N=C=S 3,4-dimethoxyphenyl isothiocyanate